1-(2-aminophenyl)-N1-Phenyl-naphthalene-1,4-diamine NC1=C(C=CC=C1)C1(CC=C(C2=CC=CC=C12)N)NC1=CC=CC=C1